7-chloro-6-(2,6-difluorophenyl)-1,8-dimethyl-4H-[1,2,4]Triazolo[4,3-a][1,4]Benzodiazepine ClC1=C(C=CC2=C1C(=NCC=1N2C(=NN1)C)C1=C(C=CC=C1F)F)C